3-((3S,4R)-4-(3-fluorophenyl)-1-(2-methoxyethyl)pyrrolidin-3-yl)urea FC=1C=C(C=CC1)[C@H]1[C@@H](CN(C1)CCOC)NC(N)=O